N1(CCOCC1)C(=O)OC1CN(CC1(F)F)C=1C2=C(N=CN1)OC(=C2)C=2C(=NC(=NC2)OC)OC [1-[6-(2,4-dimethoxypyrimidin-5-yl)furo[2,3-d]pyrimidin-4-yl]-4,4-difluoro-pyrrolidin-3-yl] morpholine-4-carboxylate